NC(C(C(C(C)C)NC(=O)[C@H]1N(C[C@H](C1)C1=CC=CC=C1)C(=O)OC(C)(C)C)O)=O tert-butyl (2S,4R)-2-((1-amino-2-hydroxy-4-methyl-1-oxopentan-3-yl)carbamoyl)-4-phenylpyrrolidine-1-carboxylate